1-[(2S)-1-phenoxypropan-2-yl]-1H-imidazole-4-carboxylic acid ethyl ester C(C)OC(=O)C=1N=CN(C1)[C@H](COC1=CC=CC=C1)C